N-(trans-4-((3-(azetidin-3-yl)pyrrolidin-1-yl)methyl)cyclohexyl)ethanesulfonamide Methyl-5-(methylamino)-6-(1-methylbenzimidazol-4-yl)-3-(4-morpholinoanilino)pyrazine-2-carboxylate COC(=O)C1=NC(=C(N=C1NC1=CC=C(C=C1)N1CCOCC1)NC)C1=CC=CC=2N(C=NC21)C.N2CC(C2)C2CN(CC2)C[C@@H]2CC[C@H](CC2)NS(=O)(=O)CC